tert-butyl (R)-methyl(2-(5-(1-((4-methyl-7-morpholinopyrido[3,4-d]pyridazin-1-yl)amino)ethyl)thiophen-2-yl)benzyl)carbamate CN(C(OC(C)(C)C)=O)CC1=C(C=CC=C1)C=1SC(=CC1)[C@@H](C)NC1=C2C(=C(N=N1)C)C=NC(=C2)N2CCOCC2